benzyl 3-[(3,3-difluorocyclobutyl)methoxy][1,4'-bipiperidine]-1'-carboxylate FC1(CC(C1)COC1CN(CCC1)C1CCN(CC1)C(=O)OCC1=CC=CC=C1)F